1-(bicyclo[2.2.1]hept-5-en-2-yl)-1,1,3,3,3-pentamethyldisiloxane C12C(CC(C=C1)C2)[Si](O[Si](C)(C)C)(C)C